E-3,4-dihydro-7-hydroxy-2(1H)-quinolinone OC1=CC=C2CCC(NC2=C1)=O